ClC1=C(C=CC=C1C)NC(=O)C1(CCN(CC1)C(=O)OC(C)(C)C)NC(=O)[C@H]1N(CC2=CC=CC=C2C1)C(CCC(C1=CC=CC=C1)=O)=O tert-butyl (s)-4-((2-chloro-3-methylphenyl)carbamoyl)-4-(2-(4-oxo-4-phenylbutanoyl)-1,2,3,4-tetrahydroisoquinoline-3-carboxamido)piperidine-1-carboxylate